(4-bromo-2-methoxyphenyl)pyrido[3,4-d]pyridazin-4-ol BrC1=CC(=C(C=C1)C1=C2C(=C(N=N1)O)C=NC=C2)OC